3-(cyclopenten-1-yl)-5-[[(1R)-1-[3-(difluoromethyl)phenyl]ethyl]amino]-1,8-dimethyl-pyrido[2,3-d]pyridazin-2-one C1(=CCCC1)C1=CC=2C(=C(N=NC2N[C@H](C)C2=CC(=CC=C2)C(F)F)C)N(C1=O)C